C(C)(C)(C)C1=NOC(=N1)C(=O)NCC1=C(C=C(C=C1)C1=C2C(=NC=C1)NC(=N2)C=2C=NN(C2)C)S(=O)(=O)C 3-(tert-Butyl)-N-(4-(2-(1-methyl-1H-pyrazol-4-yl)-3H-imidazo[4,5-b]pyridin-7-yl)-2-(methylsulfonyl)benzyl)-1,2,4-oxadiazole-5-carboxamide